BrC=1C(=NC(=NC1)NC1=CC2=C(N(CCO2)CC2CCN(CC2)C)C=C1)NC1=C(C=CC=C1)S(=O)(=O)C(F)(F)F 5-bromo-N2-[4-[(1-methyl-4-piperidyl)methyl]-2,3-dihydro-1,4-benzoxazin-7-yl]-N4-[2-(trifluoromethylsulfonyl)phenyl]pyrimidine-2,4-diamine